6-bromo-1-(4-fluorobenzyl)-N-(1-(4-fluorophenyl)ethyl)-4-hydroxy-2-oxo-1,2-dihydro-1,8-naphthyridine-3-carboxamide BrC=1C=C2C(=C(C(N(C2=NC1)CC1=CC=C(C=C1)F)=O)C(=O)NC(C)C1=CC=C(C=C1)F)O